CN1[C@](CCC1)(C=O)C (R)-1,2-dimethylpyrrolidine-2-carbaldehyde